CC(COC=1C=C(C=CC1)C1=CC(=NN1)C(=O)OC)C Methyl 5-[3-(2-methylpropoxy)phenyl]-1H-pyrazole-3-carboxylate